P(=O)(OC1=C(C=C(C=C1)Cl)C(NC1=CC(=CC(=C1)C(F)(F)F)C(F)(F)F)=O)([O-])[O-] 2-{[3,5-bis(trifluoromethyl) phenyl] carbamoyl}-4-chlorophenyl phosphate